(4-(3-((2-aminopyridin-4-yl)ethynyl)pyrazolo[1,5-a]pyrimidin-5-yl)-3-fluorophenyl)(morpholino)methanone formic acid salt C(=O)O.NC1=NC=CC(=C1)C#CC=1C=NN2C1N=C(C=C2)C2=C(C=C(C=C2)C(=O)N2CCOCC2)F